3-ACETYL-2-METHYL-QUINOLINE-4-CARBOXYLIC ACID C(C)(=O)C=1C(=NC2=CC=CC=C2C1C(=O)O)C